C12N(CC(NC1)C2)C2=C1C(N(C(C1=CC(=C2)F)=O)C2C(NC(CC2)=O)=O)=O 4-(2,5-diazabicyclo[2.2.1]heptan-2-yl)-2-(2,6-dioxopiperidin-3-yl)-6-fluoroisoindoline-1,3-dione